(S)-1-(3-bromo-4-((2-bromo-[1,1'-biphenyl]-3-yl)methoxy)benzyl)piperidine-2-carboxylic acid BrC=1C=C(CN2[C@@H](CCCC2)C(=O)O)C=CC1OCC=1C(=C(C=CC1)C1=CC=CC=C1)Br